OC1=C(C=CC(=C1)O)C1=NC(=NC(=N1)C1=C(C=C(C=C1)O)O)C1=C(C=C(C=C1)O)O 2,4,6-tri(2,4-dihydroxyphenyl)-1,3,5-triazine